(benzoyloxymethyl)-3,4-bis(benzoyloxy)-5-(trifluoromethyl)-6-(2-(1H-inden-3-yl)-2-oxoethyl)tetrahydropyran C(C1=CC=CC=C1)(=O)OCC1OC(C(C(C1OC(C1=CC=CC=C1)=O)OC(C1=CC=CC=C1)=O)C(F)(F)F)CC(=O)C1=CCC2=CC=CC=C12